5-((1S)-1-(6-chloro-8-(1-hydroxyethyl)-1,1-dioxidobenzo[e][1,4,3]oxathiazin-2(3H)-yl)-2-(6-fluoro-2,3-dimethylphenyl)propyl)-1,3,4-oxadiazol-2(3H)-one ClC1=CC2=C(S(N(CO2)[C@@H](C(C)C2=C(C(=CC=C2F)C)C)C2=NNC(O2)=O)(=O)=O)C(=C1)C(C)O